tert-butyl 2-amino-5-((2-bromo-3-fluoro-6-hydroxybenzyl) (ethyl)amino)pyrazolo[1,5-a]pyrimidine-3-carboxylate NC1=NN2C(N=C(C=C2)N(CC)CC2=C(C(=CC=C2O)F)Br)=C1C(=O)OC(C)(C)C